C(C)(C)(C)OC(=O)N1C(C2=CC(=CC=C2CC1)OCC1=C(C=C(C=C1)C#N)F)C 7-((4-Cyano-2-fluorobenzyl)oxy)-1-methyl-3,4-dihydroisoquinoline-2(1H)-carboxylic acid tert-butyl ester